1-(3-(4-(3-(aminomethyl)phenyl)piperidine-1-carbonyl)phenyl)-3-(3,3,3-trifluoro-2-hydroxypropyl)urea hydrochloride Cl.NCC=1C=C(C=CC1)C1CCN(CC1)C(=O)C=1C=C(C=CC1)NC(=O)NCC(C(F)(F)F)O